3-((4-(1-(azetidin-3-yl)-6-chloro-1,2,3,4-tetrahydroquinolin-8-yl)pyrrolo[2,1-f][1,2,4]triazin-6-yl)methyl)-6,6-dimethyl-3-azabicyclo[3.1.0]hexane-2,4-dione N1CC(C1)N1CCCC2=CC(=CC(=C12)C1=NC=NN2C1=CC(=C2)CN2C(C1C(C1C2=O)(C)C)=O)Cl